(R)-2-(2-(3-(3,4-Dimethoxyphenethyl)-7-(2-(methoxymethyl)morpholino)-4-oxo-3,4-dihydroquinazolin-2-yl)ethyl)-5-(2-morpholinoethoxy)isoindoline-1,3-dione COC=1C=C(CCN2C(=NC3=CC(=CC=C3C2=O)N2C[C@@H](OCC2)COC)CCN2C(C3=CC=C(C=C3C2=O)OCCN2CCOCC2)=O)C=CC1OC